(R)-N-((R)-1-(5-bromo-6-methylpyridin-3-yl)ethyl)-2-methylpropane-2-sulfinamide BrC=1C=C(C=NC1C)[C@@H](C)N[S@](=O)C(C)(C)C